CC(CC(C(C(C(=O)[O-])(CC(CCCCC)C)CC(CCCCC)C)(O)C(=O)[O-])C(=O)[O-])CCCCC Tri(2-methyl-1-heptyl)citrat